C(C)(C)(C)[Si](C)(C)OCC=1SC(=CN1)C1=NC(=NC=C1Cl)Cl tert-butyl-[[5-(2,5-dichloropyrimidin-4-yl)thiazol-2-yl]methoxy]-dimethyl-silane